C(C(=C)C)(=O)OCCC[SiH2]C(OC)OC 3-Methacryloyloxypropyldimethoxymethylsilane